4-(3-((4-ethylphenyl)sulfonyl)-6-methoxyquinolin-4-yl)morpholine C(C)C1=CC=C(C=C1)S(=O)(=O)C=1C=NC2=CC=C(C=C2C1N1CCOCC1)OC